1-methyl-N-(3-(4-(4-methylpiperazin-1-yl)quinazolin-6-yl)-1H-pyrrolo[2,3-b]pyridin-6-yl)piperidine-4-carboxamide CN1CCC(CC1)C(=O)NC1=CC=C2C(=N1)NC=C2C=2C=C1C(=NC=NC1=CC2)N2CCN(CC2)C